7-(4-chloro-3,5-difluorophenyl)-5-isopropyl-5,6,7,8-tetrahydro-2,7-naphthyridine-3-carboxylic acid ClC1=C(C=C(C=C1F)N1CC(C=2C=C(N=CC2C1)C(=O)O)C(C)C)F